N1=C(N=CC=C1)C=1CCN(CC1)C(=O)OC(C)(C)C tert-Butyl 4-(pyrimidin-2-yl)-3,6-dihydropyridine-1(2H)-carboxylate